6-thiofucose C[C@H]1[C@H]([C@H]([C@@H](C(O1)(O)S)O)O)O